(E)-4-((5-(dimethylamino)thiophen-2-yl)methylene)-3-(4-methoxyphenyl)isoxazol-5(4H)-one CN(C1=CC=C(S1)\C=C\1/C(=NOC1=O)C1=CC=C(C=C1)OC)C